C1(=CC=C(C=C1)C)CS p-xylene-α-thiol